((5-cyano-1,4,5,6-tetrahydropyrrolo[3,4-c]pyrazol-3-yl)methyl)-3-phenyl-1H-pyrazole-5-carboxamide C(#N)N1CC=2NN=C(C2C1)CN1N=C(C=C1C(=O)N)C1=CC=CC=C1